(1S)-4-azanyl-1-[(2R,3R,4S,5R)-3,4-dihydroxy-5-(hydroxymethyl)tetrahydrothiophen-2-yl]pyrimidin-2-one NC1=NC(N(C=C1)[C@@H]1S[C@@H]([C@H]([C@H]1O)O)CO)=O